C(C)(C)[C@H]1[C@@H](C=C(CC1)C)C=1C(=CC(=CC1O)CCCCC)O (1'S,2'S)-2'-isopropyl-5'-methyl-4-pentyl-1',2',3',4'-tetrahydro-[1,1'-biphenyl]-2,6-diol